methyl 2'-chloro-3-(((4-nitrophenoxy) carbonyl) amino)-[1,1'-biphenyl]-4-carboxylate ClC1=C(C=CC=C1)C1=CC(=C(C=C1)C(=O)OC)NC(=O)OC1=CC=C(C=C1)[N+](=O)[O-]